N-(1-acryloylazetidin-3-yl)-N-(4,4-difluoro-1-{4-[(1S)-1-{[2-oxo-1-(propan-2-yl)-1,2-dihydro-1,6-naphthyridin-7-yl]amino}ethyl]phenyl}cyclohexyl)acetamide C(C=C)(=O)N1CC(C1)N(C(C)=O)C1(CCC(CC1)(F)F)C1=CC=C(C=C1)[C@H](C)NC1=NC=C2C=CC(N(C2=C1)C(C)C)=O